(tetramethyl-1,3,2-dioxaborolan-2-yl)-1H-pyrazole CC1(C(OB(O1)N1N=CC=C1)(C)C)C